(2S,3R)-N-(4-fluoro-3-methylphenyl)-3-hydroxy-1-(6-methyl-4-(trifluoromethyl)pyridin-2-yl)pyrrolidine-2-carboxamide FC1=C(C=C(C=C1)NC(=O)[C@H]1N(CC[C@H]1O)C1=NC(=CC(=C1)C(F)(F)F)C)C